(rac)-((1s,3s)-3-hydroxy-3-methylcyclobutyl)(6-(3-(trifluoromethoxy)phenyl)-2-azaspiro[3.4]octan-2-yl)methanone OC1(CC(C1)C(=O)N1CC2(C1)C[C@@H](CC2)C2=CC(=CC=C2)OC(F)(F)F)C |r|